CS(=O)(=O)O[C@@H]1CC2(CN(C2)C(=O)OC(C)(C)C)CC1 tert-butyl (6S)-6-[(methylsulfonyl) oxy]-2-azaspiro[3.4]octane-2-carboxylate